9H-fluoren-2-yl-amine C1=C(C=CC=2C3=CC=CC=C3CC12)N